NC=1C(N(C=CC1)C1C(C1)F)=O 65Cis-racemic-3-amino-1-(2-fluorocyclopropyl)pyridin-2(1H)-one